(2-Cyano-6-methylphenyl)carbamic acid methyl ester COC(NC1=C(C=CC=C1C)C#N)=O